4-amino-N'-hydroxy-1,2,5-oxadiazole-3-formamidine NC=1C(=NON1)C(=NO)N